[Cl-].C(CCCCCCCCCCCCCCCCC)[N+](CCC[Si](OCC)(OCC)OCC)(C)C octadecyldimethyl(3-triethoxysilylpropyl)ammonium chloride